4-methyl-N-(4-methylcyclohexyl)-1H-pyrrolo[2,3-b]pyridine-2-carboxamide CC1=C2C(=NC=C1)NC(=C2)C(=O)NC2CCC(CC2)C